2-(5-isopropyl-1H-tetrazol-1-yl)-1-(4-(3-phenyl-1,2,4-oxadiazol-5-yl)piperidin-1-yl)ethan-1-one C(C)(C)C1=NN=NN1CC(=O)N1CCC(CC1)C1=NC(=NO1)C1=CC=CC=C1